C(C)(C)(C)OC(=O)N1CC=2N(CC1)C=CN2 5,6-dihydroimidazo[1,2-a]Pyrazine-7(8H)-carboxylic acid tert-butyl ester